4'-cyclopropyl-6'-methoxy-N,N-dimethyl-4-(4-(1-methyl-4-(trifluoromethyl)-1H-imidazol-2-yl)benzyl)-[2,5'-bipyrimidin]-5-amine C1(CC1)C1=NC=NC(=C1C1=NC=C(C(=N1)CC1=CC=C(C=C1)C=1N(C=C(N1)C(F)(F)F)C)N(C)C)OC